OCC12CC(C1)(C2)N2C(OC1(C2)CCNCC1)=O 3-(3-(hydroxymethyl)bicyclo[1.1.1]pentan-1-yl)-1-oxa-3,8-diazaspiro[4.5]decan-2-one